COC1=C(C=C(C=C1)OC1=NC=C(C=C1)OC(F)(F)F)NC(=O)C1N(C(OC1)=O)C N-(2-Methoxy-5-((5-(trifluoromethoxy)pyridin-2-yl)oxy)phenyl)-3-methyl-2-oxooxazolidine-4-carboxamide